lauric acid monostearate C(CCCCCCCCCCCCCCCCC)(=O)O.C(CCCCCCCCCCC)(=O)O